tert-butyl ((3S,6R)-6-((S)-1-(4-fluorophenyl)-1,2,3,4-tetrahydroisoquinoline-2-carbonyl)tetrahydro-2H-pyran-3-yl)(2-methoxyethyl)carbamate FC1=CC=C(C=C1)[C@@H]1N(CCC2=CC=CC=C12)C(=O)[C@H]1CC[C@@H](CO1)N(C(OC(C)(C)C)=O)CCOC